ClC1=C(C=NC(=C1)Cl)C(CC)=O 1-(4,6-dichloropyridin-3-yl)propan-1-one